(S)-N-(4-fluorophenyl)-1,2,4-trimethyl-5-(2-oxo-2-((1,1,1-trifluoropropan-2-yl)amino)acetyl)-1H-pyrrole-3-carboxamide FC1=CC=C(C=C1)NC(=O)C1=C(N(C(=C1C)C(C(N[C@H](C(F)(F)F)C)=O)=O)C)C